O=C1NC(CCC1N1C(C2=CC=C(C=C2C1=O)NCCCCCCN1CCN(CC1)C1CCN(CC1)C(=O)OC(C)(C)C)=O)=O tert-Butyl 4-(4-(6-((2-(2,6-dioxopiperidin-3-yl)-1,3-dioxoisoindolin-5-yl)amino)hexyl)piperazin-1-yl)piperidine-1-carboxylate